Cl.CC1(CC2=C(SC=C2)CC1)N 5-methyl-4,5,6,7-tetrahydrobenzo[b]thiophen-5-amine hydrochloride